COC1=CC=C(C=2NC(=NC21)NC(=O)C2=CC=C(C=C2)C(=O)N(CCC)C)C2=CC=CC=C2 N4-(4-methoxy-7-phenyl-1H-1,3-benzodiazol-2-yl)-N1-methyl-N1-propylbenzene-1,4-dicarboxamide